chloro-4,5-dihydro-2h,5'h-spiro[furan-3,7'-furo[3,4-d]pyrimidine]-5'-ol ClC=1N=CC2=C(N1)C1(OC2O)COCC1